(S)-(1,3-Dimethyl-azetidin-3-yl)-m-tolyl-(4-trifluoromethoxy-phenyl)-methanol CN1CC(C1)(C)[C@](O)(C1=CC=C(C=C1)OC(F)(F)F)C=1C=C(C=CC1)C